3-AMINO-4H-BENZO[E][1,2,4]THIADIAZIN NC1=NSC2=C(N1)C=CC=C2